(4S,7S,E)-15-heptyl-4-isobutyl-N7-methoxy-N7,N9-dimethyl-2,5-dioxo-1-oxa-3,6-diazacyclopentadec-11-ene-7,9-dicarboxamide C(CCCCCC)C1CC/C=C/CC(C[C@H](NC([C@@H](NC(O1)=O)CC(C)C)=O)C(=O)N(C)OC)C(=O)NC